C(#N)C=1C=C(C=CC1)C=1C=C(SC1)C(=O)NC1=CC(=CC=C1)NS(=O)(=O)C 4-(3-cyanophenyl)-N-(3-(methylsulfonamido)phenyl)thiophene-2-carboxamide